N-heptylmethylaniline C(CCCCCC)N(C1=CC=CC=C1)C